C[Si](O[Si]1(O[Si](O[Si](O[Si](O1)(O[Si](C)(C)C)O[Si](C)(C)C)(O[Si](C)(C)C)O[Si](C)(C)C)(O[Si](C)(C)C)O[Si](C)(C)C)O[Si](C)(C)C)(C)C octakis(trimethylsiloxy)cyclotetrasiloxane